N-(2-(4-benzylpiperidin-1-yl)ethyl)-5,6-dichloro-1H-indol-2-carboxamide C(C1=CC=CC=C1)C1CCN(CC1)CCNC(=O)C=1NC2=CC(=C(C=C2C1)Cl)Cl